methyl 5-(methylamino)-6-(3-methylimidazo[4,5-c]pyridin-7-yl)-3-[[6-(morpholinomethyl)-3-pyridyl]amino]pyrazine-2-carboxylate CNC=1N=C(C(=NC1C=1C2=C(C=NC1)N(C=N2)C)C(=O)OC)NC=2C=NC(=CC2)CN2CCOCC2